4-morpholineethanamine N1(CCOCC1)CCN